C1(=C(C=CC=C1)C1=C(C(=C(O)C=C1)CCC)O)C tolyl-propyl-resorcinol